4-bromo-5-chloro-2-methylpyridine BrC1=CC(=NC=C1Cl)C